diethyl 1-tosyl-3-vinylazetidine-2,2-dicarboxylate S(=O)(=O)(C1=CC=C(C)C=C1)N1C(C(C1)C=C)(C(=O)OCC)C(=O)OCC